3,6-Dihydro-2H-1,4-oxazin O1CCN=CC1